FC1=CC=C(CNC(C2=CC(=C(C=C2)N2CCN(CC2)C)NS(=O)(=O)C2=CC=C(C=C2)C)=O)C=C1 N-(4-fluorobenzyl)-3-((4-methylphenyl)sulphonylamino)-4-(4-methylpiperazin-1-yl)benzamide